ClC=1C=C(C2=C(C(=NCC(N2)=O)C2=C(C=CC=C2)F)C1)F 7-chloro-9-fluoro-5-(2-fluorophenyl)-2,3-dihydro-1H-1,4-benzodiazepin-2-one